N1(N=CC=C1)C1=CC=C(C=C1)C1=CC(=NN1)NC1=C(C=C(C=C1)O)CC 4-((5-(4-(1H-pyrazol-1-yl)phenyl)-1H-pyrazol-3-yl)amino)-3-ethylphenol